OP(O)(=O)OP(=O)(O)O.C(C=C)(=O)O acrylic acid diphosphate